methyl α-pivaloyloxyisobutyrate C(C(C)(C)C)(=O)OC(C(=O)OC)(C)C